The molecule is an eremophilane sesquiterpenoid that is (+)-5-epi-aristolochene carrying an additional 3alpha-hydroxy substituent. It has a role as a plant metabolite. It derives from a (+)-5-epi-aristolochene. C[C@@H]1[C@@H](CCC2=CC[C@H](C[C@]12C)C(=C)C)O